11-(4-(tert-butyl)naphthalen-2-yl)-7-(trifluoromethyl)naphtho[1,2-g]Quinazoline C(C)(C)(C)C1=CC(=CC2=CC=CC=C12)C1=NC=NC=2C(=C3C(=CC12)C=1C=CC=CC1C=C3)C(F)(F)F